4-(3,4-diethyl-5-oxo-4,5-dihydro-1H-1,2,4-triazol-1-yl)-N-(2,6-difluorophenyl)-5-fluoro-2-{[(2S)-1,1,1-trifluoropropan-2-yl]oxy}benzamide beryllium [Be].C(C)C1=NN(C(N1CC)=O)C1=CC(=C(C(=O)NC2=C(C=CC=C2F)F)C=C1F)O[C@H](C(F)(F)F)C